O=C1NC(CCC1NC1=CC(=C(C(=C1)F)N1CCC(CC1)CN1CCC2(CC(C2)CNC(OC(C)(C)C)=O)CC1)F)=O tert-butyl ((7-((1-(4-((2,6-dioxopiperidin-3-yl)amino)-2,6-difluorophenyl)piperidin-4-yl)methyl)-7-azaspiro[3.5]nonan-2-yl)methyl)carbamate